FC=1C=C2C(C=C(N(C2=C(C1)C=O)C)C(=O)OC)=C=O methyl 6-fluoro-8-formyl-1-methyl-4-carbonyl-1,4-dihydroquinoline-2-carboxylate